OC(CNC1=C(C=C2C(=NC(=NC2=C1)C)N[C@H](C)C1=C(C(=CC=C1)C(F)(F)F)C)P(C)(C)=O)(C)C (R)-(7-((2-hydroxy-2-Methylpropyl)amino)-2-methyl-4-((1-(2-methyl-3-(trifluoromethyl)phenyl)ethyl)amino)quinazolin-6-yl)dimethylphosphine oxide